C1(=CC=CC=C1)C=1C2=CC=CC=C2C(=C2C=CC(=CC12)C=1C=C(C=CC1)C1=CC=CC=2C=CC3=C(C4=C(O3)C=CC=C4)C12)C1=CC=CC=C1 (3-(9,10-diphenyl-2-anthryl)phenyl)-benzo[b]naphtho[1,2-d]furan